5-(1-benzyl-4-hydroxyoctahydro-1H-cyclopenta[b]pyridin-4-yl)-2-(2,6-dioxopiperidin-3-yl)isoindoline-1,3-dione C(C1=CC=CC=C1)N1C2C(C(CC1)(O)C=1C=C3C(N(C(C3=CC1)=O)C1C(NC(CC1)=O)=O)=O)CCC2